C(N)(=O)C=1C=C(C=CC1F)NC(C1=CC(=C(C=C1)Cl)C(C(=O)N1CCC(CC1)O)(F)F)=O N-(3-carbamoyl-4-fluorophenyl)-4-chloro-3-(1,1-difluoro-2-(4-hydroxypiperidin-1-yl)-2-oxoethyl)benzamide